4-(4-aminobenzyl)cyclohexylamine NC1=CC=C(CC2CCC(CC2)N)C=C1